FC([C@H]1N(C(SC1)=O)C=1N=C2N(CCOC3=C2C=CC(=C3)N[C@H](C(=O)N)C)C1)F (S)-2-((2-((R)-4-(difluoromethyl)-2-oxothiazolidin-3-yl)-5,6-dihydrobenzo[f]imidazo[1,2-d][1,4]oxazepin-9-yl)amino)propanamide